CN1C(=NN=C1)CC1(COC1)C=1C=C(C=CC1)N1CC2=C(C=C(C=C2C1=O)OC1CN(C1)C(=O)OC(C)(C)C)C(F)(F)F tert-butyl 3-{[2-(3-{3-[(4-methyl-1,2,4-triazol-3-yl)methyl]-oxetan-3-yl}phenyl)-3-oxo-7-(trifluoromethyl)-1H-isoindol-5-yl]oxy}azetidine-1-carboxylate